2-((2r,5s)-4-(6-cyano-1-methyl-2-oxo-1,2-dihydro-1,5-naphthyridin-4-yl)-2,5-dimethylpiperazin-1-yl)-2-(4-fluorophenyl)-N-(1-methyl-1H-pyrazol-3-yl)acetamide C(#N)C=1N=C2C(=CC(N(C2=CC1)C)=O)N1C[C@H](N(C[C@@H]1C)C(C(=O)NC1=NN(C=C1)C)C1=CC=C(C=C1)F)C